ClC=1C=C(C=CC1)N1N=NC(=C1)C1(CCN(CC1)C(=O)OC(C)(C)C)OC tert-butyl 4-(1-(3-chlorophenyl)-1H-1,2,3-triazol-4-yl)-4-methoxypiperidine-1-carboxylate